C(C1CO1)C(C(C(O)CC1CO1)O)O diglycidylGlycerol